CN(C)CC1CC1 1-(dimethylaminomethyl)cyclopropane